CC1(CC(CC(C1)C)C)[N+]#[C-] 1,3,5-trimethylisocyanocyclohexane